Br.NN=CSCCCCC(=O)O 5-[(aminoiminomethyl)thio]pentanoic acid hydrobromide